4-(4-(2-aminopropan-2-yl)phenyl)phthalazin-1(2H)-one hydrochloride Cl.NC(C)(C)C1=CC=C(C=C1)C1=NNC(C2=CC=CC=C12)=O